iron tris(6-methylheptane-2,4-dione) CC(CC(CC(C)=O)=O)C.CC(CC(CC(C)=O)=O)C.CC(CC(CC(C)=O)=O)C.[Fe]